2,4-disulfonylchloromesitylene S(=O)(=O)=C1C(C(=C(C(C1C)=S(=O)=O)C)Cl)C